CONCCNOC dimethyloxyethylenediamine